(E)-tert-butyldiphenyl((4-((tetrahydro-2H-pyran-2-yl)oxy)-2-((trimethylsilyl)ethynyl)but-2-en-1-yl)oxy)silane C(C)(C)(C)[Si](OC\C(=C\COC1OCCCC1)\C#C[Si](C)(C)C)(C1=CC=CC=C1)C1=CC=CC=C1